4-[3-(6-nitro-3-pyridyl)-3,8-diazabicyclo[3.2.1]octan-8-yl]benzaldehyde [N+](=O)([O-])C1=CC=C(C=N1)N1CC2CCC(C1)N2C2=CC=C(C=O)C=C2